FC(CN(CCC(C(=O)O)NC1=NC=C(C=N1)C(F)(F)F)CCCCC1=NC=2NCCCC2C=C1)F 4-((2,2-difluoroethyl)(4-(5,6,7,8-tetrahydro-1,8-naphthyridin-2-yl)butyl)amino)-2-((5-(trifluoromethyl)pyrimidin-2-yl)amino)butanoic acid